CC(=C)CC(CCC(CC(C)C)(O)C)(O)C syn-cis-2,4,7,9-tetramethyldecen-4,7-diol